(4-bromo-3-chlorobenzyl)-2,2-diethoxyacetimidamide BrC1=C(C=C(CC(C(N)=N)(OCC)OCC)C=C1)Cl